4-(6-(N-benzoylamino)-8-butyl-9H-purin-9-yl)butylcarbamic acid tert-butyl ester C(C)(C)(C)OC(NCCCCN1C2=NC=NC(=C2N=C1CCCC)NC(C1=CC=CC=C1)=O)=O